N1C=CC2=NC=C(C=C21)N2C(NC(CC2)=O)=O 1-(1H-Pyrrolo[3,2-b]pyridin-6-yl)dihydropyrimidine-2,4(1H,3H)-dione